O=C1C2CN(CC1CC2)C2=NC=1N(C=C2)N=CC1C(=O)NC=1C(=NN(C1)C1CCC(CC1)CO)C(F)F 5-(8-oxo-3-azabicyclo[3.2.1]oct-3-yl)-N-(3-(difluoromethyl)-1-((1R,4R)-4-(hydroxymethyl)cyclohexyl)-1H-pyrazol-4-yl)pyrazolo[1,5-a]pyrimidine-3-carboxamide